N-((S)-2-(2-((1S,5S)-3-oxabicyclo[3.1.0]hexane-6-carboxamido)pyridin-4-yl)-6,7,8,9-tetrahydro-5H-benzo[7]annulen-5-yl)-3-(tert-butyl)-1,2,4-oxadiazole-5-carboxamide [C@@H]12COC[C@@H]2C1C(=O)NC1=NC=CC(=C1)C=1C=CC2=C(CCCC[C@@H]2NC(=O)C2=NC(=NO2)C(C)(C)C)C1